P(OOC(C=C)=O)(OCCCCCCCC)([O-])=S acryloyloxy octyl phosphorothioate